C(C1=CC=CC=C1)OC(=O)N[C@H](C(=O)O)CCCCNC(COCCOCCNC(CC[C@H](NC(CCCCCCCCCCCCCCCCCP(=O)(OC(C)(C)C)OC(C)(C)C)=O)C(=O)OC(C)(C)C)=O)=O (2S,20S)-2-(((benzyloxy)carbonyl)amino)-20-(tert-butoxycarbonyl)-39-(di-tert-butoxyphosphoryl)-8,17,22-trioxo-10,13-dioxa-7,16,21-triazanonatriacontanoic acid